FC1=C(COC=2C=C3CCC(C3=CC2)N2CC(C2)C(=O)O)C=C(C(=C1)F)F 1-(5-((2,4,5-trifluorobenzyl)oxy)-2,3-dihydro-1H-inden-1-yl)azetidine-3-carboxylic acid